BrC1=CC2=C(N=C(S2)Cl)C(=C1)F 6-bromo-2-chloro-4-fluoro-1,3-benzothiazole